2-((2-(4-chloropyridin-2-yl)-6,7-dihydro-5H-cyclopenta[d]pyrimidin-4-yl)(methyl)amino)-N-isopropylacetamide ClC1=CC(=NC=C1)C=1N=C(C2=C(N1)CCC2)N(CC(=O)NC(C)C)C